OC1=C(N(C=CC1=O)C)CNC1=CC=C(C=C1)C#CC1=CC=C(C=C1)CN1CCOCC1 3-hydroxy-1-methyl-2-(((4-((4-(morpholinomethyl)phenyl)ethynyl)phenyl)amino)methyl)pyridin-4(1H)-one